(2S)-2-[(3,5-dichlorophenyl)formamido]-4,4-dimethylpentanoic acid ClC=1C=C(C=C(C1)Cl)C(=O)N[C@H](C(=O)O)CC(C)(C)C